trivinyl trans-aconitate C(C=C(C(=O)OC=C)CC(=O)OC=C)(=O)OC=C